5-(3-fluoro-4-((2-methoxyethyl)carbamoyl)-benzyl)-N-((3R,4S)-3-hydroxytetrahydro-2H-pyran-4-yl)-4-methyl-2,3-dihydrobenzofuran-7-carboxamide FC=1C=C(CC=2C=C(C3=C(CCO3)C2C)C(=O)N[C@@H]2[C@H](COCC2)O)C=CC1C(NCCOC)=O